butenyl-phenyl-phosphinic acid C(=CCC)P(O)(=O)C1=CC=CC=C1